nitrodibenzofurane [N+](=O)([O-])C1=CC=CC=2OC3=C(C21)C=CC=C3